1-Cyclopropyl-7-{[2-(dimethylamino)ethyl]amino}-6-fluoro-3-({[(3S)-1-(6-methylpyridin-3-yl)piperidin-3-yl][(2-methylpyridin-4-yl)methyl]amino}methyl)-1,4-dihydroquinolin C1(CC1)N1C=C(CC2=CC(=C(C=C12)NCCN(C)C)F)CN(CC1=CC(=NC=C1)C)[C@@H]1CN(CCC1)C=1C=NC(=CC1)C